O1COC2=C1C=CC(=C2)C=2C=C(N)C=CC2 3-(2H-1,3-Benzodioxol-5-yl)aniline